ClC=1C=C(N=NC1)N1C(N(C(C1)C#N)C1=CN=CC2=CC=CC=C12)=O 1-(5-chloropyridazin-3-yl)-3-(isoquinolin-4-yl)-2-oxoimidazolidine-4-carbonitrile